4-((6-mercaptohexyl)thio)-4-methylpentan-2-one SCCCCCCSC(CC(C)=O)(C)C